4-(1-methylcyclopropyl)-4-oxobutanoic acid tert-butyl ester C(C)(C)(C)OC(CCC(=O)C1(CC1)C)=O